2-acetoxymyristic acid C(C)(=O)OC(C(=O)O)CCCCCCCCCCCC